ClC1=CC(=C(C(=C1)C)C=1C(NC2(C1O)COC1(CCOCC1)OC2)=O)OC 3-(4-Chloro-2-methoxy-6-methylphenyl)-4-hydroxy-7,11,14-trioxa-1-azadispiro[4.2.58.25]pentadec-3-en-2-on